6-benzyl-3-(2-fluorobenzyl)-2,3,4,6-tetrahydropyrido[3,4-c][1,8]naphthyridine-5(1H)-one C(C1=CC=CC=C1)N1C(C2=C(C=3C=CC=NC13)CCN(C2)CC2=C(C=CC=C2)F)=O